C(C1=CC=CC=C1)N1CCC(CC1)C1=NOC2=C1N=C(N=C2N2CCOCC2)C2=CC=C(N)C=C2 4-(3-(1-benzylpiperidin-4-yl)-7-morpholinoisoxazolo[4,5-d]pyrimidin-5-yl)aniline